(5-(trifluoromethyl)pyridin-2-yl)-2-oxa-5-azabicyclo[2.2.1]heptane FC(C=1C=CC(=NC1)C12OCC(NC1)C2)(F)F